C(C)(C)(C)OC(=O)N1CCC(=CC1)C1=CC=C2N1C=CN=C2 4-{Pyrrolo[1,2-a]pyrazin-6-yl}-1,2,3,6-tetrahydropyridine-1-carboxylic acid tert-butyl ester